FC=1C=C(C=C(C1F)N1CCNCC1)C=1C=C2C(=NC1)NC=C2C=2C=C1C(CNC(C1=CC2)=O)(C)C 6-(5-(3,4-difluoro-5-(piperazin-1-yl)phenyl)-1H-pyrrolo[2,3-b]pyridin-3-yl)-4,4-dimethyl-3,4-dihydroisoquinolin-1(2H)-one